4-((3-amino-1H-pyrazol-4-yl)(4-nitrophenyl)methyl)-1-phenyl-3-(trifluoromethyl)-1H-pyrazol-5-ol NC1=NNC=C1C(C=1C(=NN(C1O)C1=CC=CC=C1)C(F)(F)F)C1=CC=C(C=C1)[N+](=O)[O-]